bromine (ethyl)magnesium C(C)[Mg].[Br]